P(=O)(OCC(CCCC)CC)(OCC(CCCC)CC)OC1=CC=CC=C1 bis-(2-ethylhexyl) phenyl phosphate